Benzyl (2S)-2-[(3-chloropyrazin-2-yl)methyl-carbamoyl]pyrrolidine-1-carboxylate ClC=1C(=NC=CN1)CNC(=O)[C@H]1N(CCC1)C(=O)OCC1=CC=CC=C1